FC=1C=CC(=C(C1)C1CCN(CC1)[C@@H]1CC2(CN(C2)C(=O)C2(CC2)F)CC1)C1(CCOCC1)O (S)-(6-(4-(5-fluoro-2-(4-hydroxytetrahydro-2H-pyran-4-yl)phenyl)piperidin-1-yl)-2-azaspiro[3.4]octan-2-yl)(1-fluorocyclopropyl)methanone